N-((2S,3R)-3-hydroxy-1-(((R)-3-methyl-1-((1R,7S)-11-methyl-2,6-dioxo-3,5-dioxa-9-thia-11-aza-4-borabicyclo[5.3.1]undecan-4-yl)butyl)amino)-1-oxobutan-2-yl)-6-phenylpicolinamide O[C@@H]([C@@H](C(=O)N[C@@H](CC(C)C)B1OC([C@@H]2CSC[C@H](C(O1)=O)N2C)=O)NC(C2=NC(=CC=C2)C2=CC=CC=C2)=O)C